(2R)-N-(3-chloro-2-methoxyphenyl)-4-{[3-(3-methoxybutoxy)-4-pyridyl]methylamino}-2-methyl-6-oxo-2,3-dihydro-1H-pyridine-5-carbothioamide ClC=1C(=C(C=CC1)NC(=S)C1=C(C[C@H](NC1=O)C)NCC1=C(C=NC=C1)OCCC(C)OC)OC